FC1=CC(=CC=2N(C(=NC21)C)C(C)C)C=2C=CN1N=C(N=CC12)N[C@@H]1CC[C@@H](CC1)NC cis-N1-(5-(4-fluoro-1-isopropyl-2-methyl-1H-benzo[d]imidazol-6-yl)pyrrolo[2,1-f][1,2,4]triazin-2-yl)-N4-methylcyclohexane-1,4-diamine